1-(1,3-dihydroisobenzofuran-4-yl)ethan-1-ol Tert-butyl-(3aR,7aR)-4-(3-fluorophenyl)-hexahydro-2H-pyrrolo[3,2-b]pyridine-1-carboxylate C(C)(C)(C)C1C[C@H]2N(CCC[C@H]2N1C(=O)OC(C)C1=C2COCC2=CC=C1)C1=CC(=CC=C1)F